4-chloro-2-methyl-5-nitro-1-(tetrahydro-2H-pyran-4-yl)-1H-benzo[d]imidazole ClC1=C(C=CC=2N(C(=NC21)C)C2CCOCC2)[N+](=O)[O-]